lithium borate hydroxide [OH-].B(O)(O)O.[Li+]